iodo-6-methyl-1,5-dihydro-4H-pyrazolo[3,4-d]pyrimidin-4-one IN1N=CC2=C1N=C(NC2=O)C